Racemic-3-(3-chloro-4-fluorophenyl)-1-(1-(1-oxo-1,2-dihydroisoquinolin-4-yl)ethyl)-1-(pyrimidin-4-ylmethyl)urea ClC=1C=C(C=CC1F)NC(N(CC1=NC=NC=C1)[C@H](C)C1=CNC(C2=CC=CC=C12)=O)=O |r|